CN1CC2=CC=CC(=C2CC1)C 2,5-dimethyl-1,2,3,4-tetrahydroisoquinolin